5-(((S)-1-(((R)-1-((3S,4S)-3-hydroxy-1-(5-(trifluoromethyl)pyrimidin-2-yl)piperidin-4-yl)-2-oxopyrrolidin-3-yl)oxy)propan-2-yl)amino)-4-(trifluoromethyl)pyridazin-3(2H)-one O[C@H]1CN(CC[C@@H]1N1C([C@@H](CC1)OC[C@H](C)NC1=C(C(NN=C1)=O)C(F)(F)F)=O)C1=NC=C(C=N1)C(F)(F)F